C(CCC)[NH+](CCCC)CCCC.P(=O)([O-])([O-])OC[C@@H]1[C@H]([C@H]([C@@H](O1)N1C=NC=2C(=O)NC(N)=NC12)O)O.C(CCC)[NH+](CCCC)CCCC guanosine monophosphate tributylammonium salt